chloro-3-(quinolin-6-yl)propanal tert-butyl-(S)-4-(7-bromo-8-fluoro-2-((1-methylpyrrolidin-2-yl)methoxy)quinazolin-4-yl)piperazine-1-carboxylate C(C)(C)(C)OC(=O)N1CCN(CC1)C1=NC(=NC2=C(C(=CC=C12)Br)F)OC[C@H]1N(CCC1)C.ClC(C=O)CC=1C=C2C=CC=NC2=CC1